2-acrylamido-N-(3-(3,5-dimethoxyphenethyl)-1H-pyrazol-5-yl)-4-(trifluoromethyl)benzamide tert-butyl-5-bromo-1-oxo-isoindoline-2-carboxylate C(C)(C)(C)OC(=O)N1C(C2=CC=C(C=C2C1)Br)=O.C(C=C)(=O)NC1=C(C(=O)NC2=CC(=NN2)CCC2=CC(=CC(=C2)OC)OC)C=CC(=C1)C(F)(F)F